ethyl chloroxylate ClC1=C(C(=C(C=C1)C(=O)OCC)C)C